FC1=C(C(=C(C(=C1F)F)F)F)C1=C2C=CC=CC2=C2C=C3C(=C4C=CC=CC4=C3C=C21)C2=C(C(=C(C(=C2F)F)F)F)F 6,12-bis(2,3,4,5,6-pentafluorophenyl)indeno[1,2-b]Fluorene